2-(4-fluorophenyl)-4-[[phenylsulfonyl]oxy]-5-amino-3(2H)-furanone FC1=CC=C(C=C1)C1OC(=C(C1=O)OS(=O)(=O)C1=CC=CC=C1)N